4-(3-methylphenyl)piperidine CC=1C=C(C=CC1)C1CCNCC1